FC1=C(C=CC(=N1)C(=O)NC)N1CCN(CC1)C1C=C(CC1)C=1NC(C2=C(N1)CCC2)=O 6-fluoro-N-methyl-5-(4-(3-(4-oxo-4,5,6,7-tetrahydro-3H-cyclopenta[d]pyrimidin-2-yl)cyclopent-2-en-1-yl)piperazin-1-yl)picolinamide